C1(CC1)C(=O)N1C=2C=CC(=NC2C(CC1)(F)F)C(C)C1=C(C(=O)N)C=CC(=C1)F (1-(5-(cyclopropanecarbonyl)-8,8-difluoro-5,6,7,8-tetrahydro-1,5-naphthyridin-2-yl)ethyl)-4-fluorobenzamide